COC=1C=C(C=CC1)N1S(C2=C(C1)C(=CC=C2)F)(=O)=O N-(3-methoxyphenyl)-4-fluorobenzo[d]isothiazole-1,1-dioxide